(3S,4S)-8-(3-((2-chloro-6-fluorophenyl)ethynyl)-5-(fluoromethyl)-1H-pyrazolo[3,4-b]pyrazin-6-yl)-3-methyl-2-oxa-8-azaspiro[4.5]decan-4-amine ClC1=C(C(=CC=C1)F)C#CC1=NNC2=NC(=C(N=C21)CF)N2CCC1([C@@H]([C@@H](OC1)C)N)CC2